3,9-dimethoxy-5H-dibenzo[c,e]Azepine-5,7(6H)-dione COC=1C=CC2=C(C(NC(C3=C2C=CC(=C3)OC)=O)=O)C1